COC(=O)C=1C(=CC=CC1C)C1=CC=CC=C1 methyl-biphenyl-2-carboxylic acid methyl ester